C(C)(C)(C)NC(C(=O)N1C[C@]2(CC2(F)F)C[C@H]1C(=O)N[C@@H](C[C@H]1C(NCC1)=O)C(COC(F)(F)F)=O)=O (3R,6S)-5-(2-(tert-butylamino)-2-oxoacetyl)-1,1-difluoro-N-((S)-3-oxo-1-((S)-2-oxopyrrolidin-3-yl)-4-(trifluoromethoxy)butan-2-yl)-5-azaspiro[2.4]heptane-6-carboxamide